(S)-2-[4-Amino-5-(5-chloro-2-isopropyl-4-methoxy-phenoxy)-pyrimidin-2-ylamino]-propionic acid NC1=NC(=NC=C1OC1=C(C=C(C(=C1)Cl)OC)C(C)C)N[C@H](C(=O)O)C